(E)-3-bromo-N-(3-(4-chlorostyryl)-1-methyl-1H-pyrrolo[2,3-b]pyridin-5-yl)-4,5-dihydroisoxazole-5-carboxamide BrC1=NOC(C1)C(=O)NC=1C=C2C(=NC1)N(C=C2\C=C\C2=CC=C(C=C2)Cl)C